CC1(NC(C=2N1C(C(=CC2)NC2=NC=NC=C2)=O)=O)C(F)(F)F 3-methyl-6-(pyrimidin-4-ylamino)-3-(trifluoromethyl)-2,3-dihydroimidazo[1,5-a]pyridine-1,5-dione